C(C)C=1C=CC(=C(C1)CNS(=O)C(C)(C)C)SC1=C(C=CC=C1)CO N-[[5-ethyl-2-[2-(hydroxymethyl)phenyl]sulfanyl-phenyl]methyl]-2-methyl-propane-2-sulfinamide